BrC1=CC2=C(NC(=N2)C2COC3=C(C2)C=CC=C3)C(=C1)F 5-bromo-2-(3,4-dihydro-2H-1-benzopyran-3-yl)-7-fluoro-1H-1,3-benzodiazole